FC(S(=O)(=O)N1C[C@H](CC1)C(C(=O)N)C=1N=CC2=CC=C(C=C2C1)C1=NC(=CC=C1)N1C[C@@H](O[C@@H](C1)C)C)F ((R)-1-((difluoromethyl)sulfonyl)pyrrolidin-3-yl)-2-(6-(6-((cis)-2,6-dimethylmorpholino)pyridin-2-yl)isoquinolin-3-yl)acetamide